(S)-3,4-dichloro-6,7,7a,8,10,11-hexahydro-9H-pyrazino[1,2-d]pyrido[3,2-b][1,4]thiazepin ClC1=C(C=2SCC[C@@H]3N(C2N=C1)CCNC3)Cl